NC1=C(C=2C(=NC=C(C2S1)C)C=1C2=C(C=3C=NC(=NC3C1F)N1C[C@H](CC1)N(C)C)COC2)C#N 2-Amino-4-(3-((S)-3-(dimethylamino)pyrrolidin-1-yl)-5-fluoro-7,9-dihydrofuro[3,4-f]quinazolin-6-yl)-7-methylthieno[3,2-c]pyridine-3-carbonitrile